methyl 2,6-diisocyanato-caproate N(=C=O)C(C(=O)OC)CCCCN=C=O